1-benzyl-6-((1-benzyl-1,2,3,4-tetrahydroquinolin-6-yl)methyl)-7-bromo-1,2,3,4-tetrahydro-quinoline C(C1=CC=CC=C1)N1CCCC2=CC(=C(C=C12)Br)CC=1C=C2CCCN(C2=CC1)CC1=CC=CC=C1